NCC(O)C=1C=CC(=NC1)C1=C(C=C(C#N)C=C1)OC=1N(N=C(C1)CCCC)C 4-[5-(2-amino-1-hydroxyethyl)pyridin-2-yl]-3-(5-butyl-2-methylpyrazol-3-yl)oxybenzonitrile